OCCCCCCN1C=2C=CC(=CC2N(C2=CC=C(C=C12)C(C)(C)C)CCCCCCO)C(C)(C)C 5,10-bis(6-hydroxyhexyl)-2,7-di(tert-butyl)-5,10-dihydrophenazine